ClC=1C=C(C=CC1C(=O)N1CC(C1)C)NC1CN(C1)C1CCN(CC1)C([C@@](C(F)(F)F)(C1=CC=CC=C1)O)=O (R)-1-(4-(3-((3-chloro-4-(3-methylazetidine-1-carbonyl)phenyl)amino)azetidin-1-yl)piperidin-1-yl)-3,3,3-trifluoro-2-hydroxy-2-phenylpropan-1-one